C(C)OC1=NC(=CC=2N1N=C(N2)N)F 5-ethoxy-7-fluoro-[1,2,4]triazolo[1,5-C]pyrimidin-2-amine